ClC=1C(=C(C=CC1F)N(C(=O)[C@H]1N(C(N(C1)C(=O)OC(C)(C)C)=O)C1=NC(=NC(=C1)C(F)(F)F)Cl)C)F (S)-tert-butyl 4-((3-chloro-2,4-difluorophenyl)(methyl)carbamoyl)-3-(2-chloro-6-(trifluoromethyl)pyrimidin-4-yl)-2-oxoimidazolidine-1-carboxylate